ClC1=NC(=C2N=CN(C2=N1)[C@H]1[C@@H]([C@@H](C(O1)=COCP(O)(O)=O)O)O)NC1CC1 ({[(2R,3S,4R,5R)-5-[2-chloro-6-(cyclopropylamino)-9H-purin-9-yl]-3,4-dihydroxyoxolanyl-2-yl]methoxy}methyl)phosphonic acid